2-[4-(trifluoromethoxy)phenyl]ethan-1-ol FC(OC1=CC=C(C=C1)CCO)(F)F